BrC=1C=C(C=C(C1N)Br)O 3,5-dibromo-4-aminophenol